tert-Butyl (3R)-3,10-dimethyl-8,11-dioxo-1,3,4,7,8,9,10,11-octahydro-2H-pyrido[4',3':3,4]-pyrazolo[1,5-a][1,4]diazepine-2-carboxylate C[C@@H]1CC2=NN3C(C(N(CC(C3)=O)C)=O)=C2CN1C(=O)OC(C)(C)C